NC1=C(C(N(C2=CC(=CC=C12)OC(F)(F)F)C=1C=NC(=CC1)C(C)O)=O)C(=O)OC methyl 4-amino-1-(6-(1-hydroxyethyl)pyridin-3-yl)-2-oxo-7-(trifluoromethoxy)-1,2-dihydroquinoline-3-carboxylate